CC=1C(=NC=C(N1)C(F)(F)F)N1C(O[C@]2(C1)C[C@H](CCC2)CN2C=NC1=C2C=C(C=C1)C#N)=O 1-(((5S,7S)-3-(3-methyl-5-(trifluoromethyl)pyrazin-2-yl)-2-oxo-1-oxa-3-azaspiro[4.5]decane-7-yl)methyl)-1H-benzo[d]imidazole-6-carbonitrile